N-[5-[5-[(4-chloro-1-tetrahydropyran-2-yl-indazol-5-yl)amino]-1,3,4-oxadiazol-2-yl]-1-methyl-2-oxo-3-pyridinyl]-1-methyl-pyrazole-4-carboxamide ClC1=C2C=NN(C2=CC=C1NC1=NN=C(O1)C=1C=C(C(N(C1)C)=O)NC(=O)C=1C=NN(C1)C)C1OCCCC1